CCCC1=CC(=C(C=C1)OC2=CC(=CC(=C2O)OC)C(CC)O)OC The molecule is a member of the class of phenols that is phenol substitutedpby a methoxy group at position 2, a 1-hydroxypropyl group at position 4 and a 2-methoxy-4-propylphenoxy group at position 6 respectively. It is a phenylpropanoid, a secondary alcohol and a member of guaiacols.